CON(C(=O)C1=CC2=CC=CC=C2C=C1OC)C N,3-dimethoxy-N-methyl-2-naphthamide